3-Bromo-4-chloro-2-fluoro-pyridine BrC=1C(=NC=CC1Cl)F